COC(=O)C1CCC(CC1)N1N=CC(=C1)[N+](=O)[O-] (1R,4R)-4-(4-nitro-1H-pyrazol-1-yl)cyclohexane-1-carboxylic acid methyl ester